Methyl (S)-3-cyclopropyl-2-((S)-3-cyclopropyl-2-(2-((S)-1-(2,3-difluorobenzyl)-5-oxopyrrolidin-2-yl)acetamido)propanamido)propanoate C1(CC1)C[C@@H](C(=O)OC)NC([C@H](CC1CC1)NC(C[C@H]1N(C(CC1)=O)CC1=C(C(=CC=C1)F)F)=O)=O